2-(3-(ethoxymethoxy)-8-ethyl-7-fluoronaphthalen-1-yl)-4,4,5,5-tetramethyl-1,3,2-dioxaborolane C(C)OCOC=1C=C(C2=C(C(=CC=C2C1)F)CC)B1OC(C(O1)(C)C)(C)C